2-(5-(2-hydroxyprop-2-yl)-4-methyl-4H-1,2,4-triazol-3-yl)thiazole-4-carboxylic acid OC(C)(C)C=1N(C(=NN1)C=1SC=C(N1)C(=O)O)C